2,5-dichloro-N-(4-nitrophenylethyl)pyrimidin-4-amine ClC1=NC=C(C(=N1)NCCC1=CC=C(C=C1)[N+](=O)[O-])Cl